(2R)-N-[2-(1-benzylpiperidin-4-yl)ethyl]-4-(4-cyanopyrimidin-2-yl)-2-methylpiperazine-1-carboxamide C(C1=CC=CC=C1)N1CCC(CC1)CCNC(=O)N1[C@@H](CN(CC1)C1=NC=CC(=N1)C#N)C